(R)-6-(4-(5-(1,3-dioxolan-2-yl)-3-fluoropyridin-2-yl)indolin-1-yl)-N-(2,2-difluorocyclopropyl)-8-((4-methoxybenzyl)(methyl)amino)imidazo[1,2-b]pyridazine-3-carboxamide O1C(OCC1)C=1C=C(C(=NC1)C1=C2CCN(C2=CC=C1)C=1C=C(C=2N(N1)C(=CN2)C(=O)N[C@H]2C(C2)(F)F)N(C)CC2=CC=C(C=C2)OC)F